C(C)C(C(=O)OCCOCCOCCOC(C(CC)CC)=O)CC Triethylene glycol bis(2-ethylbutyrate)